1,3,5-tris[10-(1-adamantyl)-7,9-dioxo-6,10-diazadecyl]benzene C12(CC3CC(CC(C1)C3)C2)NC(CC(NCCCCCC2=CC(=CC(=C2)CCCCCNC(CC(NC23CC1CC(CC(C2)C1)C3)=O)=O)CCCCCNC(CC(NC31CC2CC(CC(C3)C2)C1)=O)=O)=O)=O